(methyl) (trifluoromethyl) ether FC(F)(F)OC